4-(3-aminopropyl)thiomorpholine NCCCN1CCSCC1